1-(dibenzo[b,d]thiophen-4-yl)-3-isopropyl-1H-imidazol-3-ium iodide [I-].C1=CC=C(C=2SC3=C(C21)C=CC=C3)N3C=[N+](C=C3)C(C)C